CN1N=C(C=C1C=1C(=C(C=NC1C)C(=O)N)O)C 5-(2,5-dimethylpyrazol-3-yl)-4-hydroxy-6-methylpyridine-3-carboxamide